B(O)(O)CCC=1C(=C(C(=O)O)C(=CC1)OC1CN(C1)C([C@H](N)CCC(N)=O)=O)O 3-(2-Boronoethyl)-6-[(1-D-glutaminoylazetidin-3-yl)oxy]-2-hydroxybenzoic acid